2-chloro-N-(3-chloro-5-fluorophenyl)acetamide ClCC(=O)NC1=CC(=CC(=C1)F)Cl